Cl.N[C@@H](CCC(=O)O)C(=O)O glutamic acid hydrochloric acid salt